[NH4+].CC=1C(=C(C(=C(C1)CCCCCCCCCCCC)C)C)C tetramethyl-dodecyl-benzene ammonium